CC1=NC=CC(=C1)C1=NN(C2=CN=C(C=C21)C2=CC(NC=C2)=O)C2OCCCC2 4-(3-(2-methylpyridin-4-yl)-1-(tetrahydro-2H-pyran-2-yl)-1H-pyrazolo[3,4-c]pyridin-5-yl)pyridin-2(1H)-one